(1-(5-(7-oxabicyclo[2.2.1]hept-2-yl)-1,3,4-thiadiazol-2-yl)-1H-pyrazolo[4,3-c]pyridin-6-yl)acetamide C12C(CC(CC1)O2)C2=NN=C(S2)N2N=CC=1C=NC(=CC12)CC(=O)N